P(=O)(OCCCCCCCCCCCCOC(C=C)=O)(O)O acryloxydodecyl dihydrogen phosphate